O=C1N(C(CC1)=O)OC(CC)=O propionic acid-2,5-dioxo-pyrrolidin-1-yl ester